3-((4,4-bis(octyloxy)butanoyl)oxy)-2-(((((1-methylpyrrolidin-2-yl)methoxy)carbonyl)oxy)methyl)propyl (9Z,12Z)-octadeca-9,12-dienoate C(CCCCCCC\C=C/C\C=C/CCCCC)(=O)OCC(COC(CCC(OCCCCCCCC)OCCCCCCCC)=O)COC(=O)OCC1N(CCC1)C